3,5-dimethyl-adamantane methacrylate C(C(=C)C)(=O)O.CC12CC3CC(CC(C1)(C3)C)C2